C(#C)C=1C(=CC=C2C=C(C=C(C12)C1CC=2N=C(N=C(C2CO1)N1CCOC[C@@H](C1)NC(C=C)=O)OCC1(CC1)CN1CCOCC1)O)F N-((6R)-4-(7-(8-ethynyl-7-fluoro-3-hydroxynaphthalen-1-yl)-2-((1-(morpholinomethyl)cyclopropyl)methoxy)-7,8-dihydro-5H-pyrano[4,3-d]pyrimidin-4-yl)-1,4-oxazepan-6-yl)acrylamide